5-propylamino-2H-1,2,4-triazole-3-amine C(CC)NC=1N=C(NN1)N